(1S,3aR,6aS)-N-((S)-1-cyano-2-((S)-2-oxopiperidin-3-yl)ethyl)-2-(2-(2,4-dichlorophenoxy)acetyl)octahydrocyclopenta[c]pyrrole-1-carboxamide C(#N)[C@H](C[C@H]1C(NCCC1)=O)NC(=O)[C@H]1N(C[C@H]2[C@@H]1CCC2)C(COC2=C(C=C(C=C2)Cl)Cl)=O